C(C1=CC=CC=C1)OC1=C(C=C2C(=NC=NC2=C1)OC1=C(C=C(C=C1)[N+](=O)[O-])F)OC 7-(benzyloxy)-4-(2-fluoro-4-nitrophenoxy)-6-methoxyquinazoline